C1(CC1)COC=1C=C(C=CC1F)C1=CC(=C(C(=C1)F)OCCCC(=O)O)F 4-(3'-cyclopropylmethoxy-3,5,4'-trifluoro-biphenyl-4-yloxy)-butyric acid